C1(CC1)C1=NC=NC(=C1C=1N=C(C2=C(N1)SC=N2)OCC=2C=NC(=C(C2)F)C=2N(C=C(N2)C(F)(F)F)CC)OC 5-(4-cyclopropyl-6-methoxy-pyrimidin-5-yl)-7-[[6-[1-ethyl-4-(trifluoromethyl)imidazol-2-yl]-5-fluoro-3-pyridyl]methoxy]thiazolo[5,4-d]pyrimidine